CS(=O)(=O)C1CN(C1)CC=1N=NN(C1)CCOCCOCCOCCN 2-[2-[2-[2-[4-[(3-methylsulfonylazetidin-1-yl)methyl]triazol-1-yl]ethoxy]ethoxy]ethoxy]ethanamine